C(N)(=O)C=1C(=NC(=NC1)N1C[C@H](C[C@@H](C1)O[Si](CC)(CC)CC)NC(OC(C)(C)C)=O)NC1=CC(=NC(=C1)C(C)C)C(C)C tert-butyl ((trans)-1-(5-carbamoyl-4-((2,6-diisopropylpyridin-4-yl)amino)pyrimidin-2-yl)-5-((triethylsilyl)oxy)piperidin-3-yl)carbamate